C(C)(C)C1=NC=NC(=C1N)C(C)C 4,6-Diisopropyl-pyrimidin-5-amine